ONC(=N)C1=NC=CN=C1NC1=CC=C(C=C1)C(F)(F)F N-hydroxy-3-[4-(trifluoromethyl)anilino]pyrazine-2-carboxamidine